C(C)(C)(C)OC(=O)N1CC(C(CC1)O)(C)F Rac-3-fluoro-4-hydroxy-3-methylpiperidine-1-carboxylic acid tert-butyl ester